O1C=CC2=C1C=CC=C2[C@H]2[C@@H](C2)C(=O)O Trans-2-(1-benzofuran-4-yl)cyclopropane-1-carboxylic acid